O1CCN(CC1)CC1=CC=C(C=C1)COC1=C2CN(C(C2=CC=C1)=O)[C@@H]1C(NC(CC1)=O)=O (3S)-3-[4-[[4-(morpholinomethyl)phenyl]methoxy]-1-oxo-isoindolin-2-yl]piperidine-2,6-dione